NC1=NC(=C2N=CN(C2=N1)CC(=O)NC1=CC(=NN1CC)C)NC1=CC=C(C=C1)C1=CC=C(C=C1)C(F)(F)F 2-(2-amino-6-((4'-trifluoromethyl-[1,1'-biphenyl]-4-yl)amino)-9H-purin-9-yl)-N-(1-ethyl-3-methyl-1H-pyrazol-5-yl)acetamide